1-hexadecyl-2-tetradecanoyl-glycero-3-phospho-(1'-sn-glycerol) CCCCCCCCCCCCCCCCOC[C@H](COP(=O)(O)OC[C@H](CO)O)OC(=O)CCCCCCCCCCCCC